C(CC)CC(CC(=O)[O-])=O.C(CC)CC(CC(=O)[O-])=O.C(CC)CC(CC(=O)[O-])=O.[Al+3] aluminum tris(propylacetoacetate)